2-(6-(6-((6-methoxypyridin-3-yl)methyl)-3,6-diazabicyclo[3.1.1]heptan-3-yl)pyridin-3-yl)-N-(5-methyl-1H-pyrazol-3-yl)Quinazolin-4-amine COC1=CC=C(C=N1)CN1C2CN(CC1C2)C2=CC=C(C=N2)C2=NC1=CC=CC=C1C(=N2)NC2=NNC(=C2)C